P(=O)(OCCOC)(F)F (2-methoxyethyl) difluorophosphate